tert-butyl N-[4-[2-[4-[4-(2,6-dioxo-3-piperidyl)phenyl]piperazin-1-yl]ethyl]phenyl]carbamate O=C1NC(CCC1C1=CC=C(C=C1)N1CCN(CC1)CCC1=CC=C(C=C1)NC(OC(C)(C)C)=O)=O